N-(5-((6-(3-(3-([1,2,4]triazolo[1,5-a]pyridin-6-yl)phenyl)isoxazolidin-2-yl)pyrimidin-4-yl)amino)-2-((2-(dimethylamino)ethyl)(methyl)amino)-4-methoxyphenyl)acrylamide N=1C=NN2C1C=CC(=C2)C=2C=C(C=CC2)C2N(OCC2)C2=CC(=NC=N2)NC=2C(=CC(=C(C2)NC(C=C)=O)N(C)CCN(C)C)OC